NC1=CC(=C(OC=2C=C(C(=O)N(CCOC3CCN(CC3)C(=O)OC(C)(C)C)C)C=CC2)C=C1)C=1C2=C(C(N(C1)C)=O)NC=C2 tert-butyl 4-[2-[[3-[4-amino-2-(6-methyl-7-oxo-1H-pyrrolo[2,3-c]pyridin-4-yl)phenoxy]benzoyl]-methyl-amino]ethoxy]piperidine-1-carboxylate